4-(5-methoxy-6-(3-(1-methyl-1H-pyrazol-3-yl)phenyl)-2-(2-(pyridin-2-yl)ethoxy)pyrimidin-4-yl)morpholine tert-Butyl-(2-(2-chloroacetamido)ethyl)carbamate C(C)(C)(C)N(C(O)=O)CCNC(CCl)=O.COC=1C(=NC(=NC1C1=CC(=CC=C1)C1=NN(C=C1)C)OCCC1=NC=CC=C1)N1CCOCC1